ethyl 2-methyl-5-(1-phenylcyclopropyl)benzofuran-3-carboxylate CC=1OC2=C(C1C(=O)OCC)C=C(C=C2)C2(CC2)C2=CC=CC=C2